COC1=CC=C2C(C(=C(NC2=C1)C)C1=CC=C(C=C1)C1=CC(=CC=C1)OC(F)(F)F)=O 7-Methoxy-2-methyl-3-(3'-(trifluoromethoxy)-[1,1'-biphenyl]-4-yl)quinolin-4(1H)-one